N1(CCCC1)S(=O)(=O)C=1C=C(C=CC1)B(O)O 3-(PYRROLIDIN-1-YLSULFONYL)PHENYLBORONIC ACID